N[C@H](C(=O)N[C@H](CC1=CC=CC=C1)C)CC(C(CN)([2H])[2H])([2H])[2H] (2S)-2,6-Diamino-4,4,5,5-tetradeuterio-N-[(2S)-1-phenylpropan-2-yl]hexanamide